nickel-cobalt-lithium aluminium [Al].[Li].[Co].[Ni]